tetrabutyl-piperidinol C(CCC)C1(C(N(CCC1)O)(CCCC)CCCC)CCCC